diethylamino-dimethoxy-cyclohexylsilane C(C)N(CC)[Si](C1CCCCC1)(OC)OC